FC=1C(C(CC(C1)(O)O)(F)F)N=NC1=C(C=CC=C1)F 2,2',6,6-tetrafluoro-4,4-dihydroxyazobenzene